C(C)N(CCC(=O)O)C1=CC=C(C=C1)C 3-(Ethyl-(4-tolyl)amino)propionic acid